N-(4-{[5-Fluoro-7-(2-methoxyethoxy)quinazolin-4-yl]amino}phenyl)-2-[4-(propan-2-yl)-1H-1,2,3-triazol-1-yl]acetamide FC1=C2C(=NC=NC2=CC(=C1)OCCOC)NC1=CC=C(C=C1)NC(CN1N=NC(=C1)C(C)C)=O